CN(C)CC(CCCCCCC1C(C1)OC(CCCCCCCCC)=O)CCCCCCCCC (2-{7-[(dimethylamino)methyl]hexadecyl}cyclopropyl)decanoate